(S)-ethyl 2-(3-(benzyloxy)-2-(tert-butoxycarbonylamino)-N-(2,2-dimethoxyethyl)propanamido)acetate C(C1=CC=CC=C1)OC[C@@H](C(=O)N(CC(OC)OC)CC(=O)OCC)NC(=O)OC(C)(C)C